CC(C(NCC)(C)C)C Tetramethyl-diethylamine